(3ar,6as)-hexahydro-1λ2-furo[3,4-b]pyrrole [N]1[C@H]2[C@@H](CC1)COC2